aza-pentacene N1=CC=CC2=CC3=CC4=CC5=CC=CC=C5C=C4C=C3C=C12